2-(5,6,7,8-tetrahydronaphthyridin-2-yl)propionic acid N1=C(C=CC=2CCCNC12)C(C(=O)O)C